6-chloro-4-((2,5-dimethyl-1-oxo-1,2,4,5-tetrahydroimidazo[1,5-a]pyrido[3,4-e]pyrazin-6-yl)amino)-N-(methyl-d3)pyridazine-3-carboxamide ClC1=CC(=C(N=N1)C(=O)NC([2H])([2H])[2H])NC1=NC=CC2=C1N(CC=1N2C(N(C1)C)=O)C